tert-butyl (Z)-2-(6-(2-fluoro-2-(4,4,5,5-tetramethyl-1,3,2-dioxaborolan-2-yl)vinyl)-3-(phenoxy-d5)-2-(trifluoromethyl)phenyl)-2,9-diazaspiro[5.5]undecane-9-carboxylate F\C(=C/C1=CC=C(C(=C1N1CC2(CCC1)CCN(CC2)C(=O)OC(C)(C)C)C(F)(F)F)OC2=C(C(=C(C(=C2[2H])[2H])[2H])[2H])[2H])\B2OC(C(O2)(C)C)(C)C